(2S,4S)-N-({3-[3,5-bis(trifluoromethyl)phenyl]phenyl}methyl)-4-fluoro-1-methylpyrrolidine-2-carboxamide FC(C=1C=C(C=C(C1)C(F)(F)F)C=1C=C(C=CC1)CNC(=O)[C@H]1N(C[C@H](C1)F)C)(F)F